3-isopropyl-2-(2-methylpyridin-4-yl)-5-(piperidin-3-ylmethoxy)-1H-indole C(C)(C)C1=C(NC2=CC=C(C=C12)OCC1CNCCC1)C1=CC(=NC=C1)C